6-{3-Azabicyclo[3.1.0]hexan-3-yl}-2-cyanopyridin C12CN(CC2C1)C1=CC=CC(=N1)C#N